N-(2-hydroxyethyl)-2-methyl-4-(4-{[3-(trifluoromethyl)phenyl]methyl}pyridin-2-yl)benzamide OCCNC(C1=C(C=C(C=C1)C1=NC=CC(=C1)CC1=CC(=CC=C1)C(F)(F)F)C)=O